NC(CCC)C1=CC=C(C=C1)N1CCOCC1 amino-1-(4-morpholinophenyl)-butan